2-cyclopropyl-5-methyl-6-nitro-4,5-dihydro-2H-[1,2,3]triazolo[4,5-c]quinoline C1(CC1)N1N=C2C(CN(C=3C(=CC=CC23)[N+](=O)[O-])C)=N1